(R)-4-Methylbenzenesulfinate CC1=CC=C(C=C1)S(=O)[O-]